2-(4-((2S,5R)-2,5-dimethylpiperazin-1-yl)-3-(trifluoromethyl)-1H-pyrrolo[3,2-c]pyridin-1-yl)isonicotinonitrile C[C@@H]1N(C[C@H](NC1)C)C1=NC=CC2=C1C(=CN2C=2C=C(C#N)C=CN2)C(F)(F)F